molybdenum bis(t-butylimino)bis(dimethylamino)molybdenum C(C)(C)(C)N=[Mo](N(C)C)(N(C)C)=NC(C)(C)C.[Mo]